tert-butyl (3R)-3-[(3S)-3-(3-{8-chloro-3-methylimidazo[1,5-a]pyridin-6-yl}azetidin-1-yl)-4-methylpentyl]morpholine-4-carboxylate ClC=1C=2N(C=C(C1)C1CN(C1)[C@@H](CC[C@H]1N(CCOC1)C(=O)OC(C)(C)C)C(C)C)C(=NC2)C